N[C@@](CN1CC(C1)OC1=CC=C(C(=C1C(=O)O)O)[C@H]1[C@H](C1)B(O)O)(C(=O)NCC(=O)N)C 6-[(1-{(2S)-2-amino-3-[(2-amino-2-oxoethyl)amino]-2-methyl-3-oxopropyl}azetidin-3-yl)oxy]-3-[(1R,2S)-2-boronocyclopropyl]-2-hydroxybenzoic acid